C(O)([O-])=O.[Li+] lithium hydrogencarbonate